1-(2-methoxyethyl)-2,2-dimethylpiperazine COCCN1C(CNCC1)(C)C